CN(CCC[C@@H](C(C)C)N1CC2(C1)CN(CC2)C2=C(N=NC=C2)OC2=C(C(=O)N(C(C)C)C(C)C)C=C(C=C2)F)C (S)-2-((4-(2-(6-(dimethylamino)-2-methylhexan-3-yl)-2,6-diazaspiro[3.4]octan-6-yl)pyridazin-3-yl)oxy)-5-fluoro-N,N-diisopropylbenzamide